ClC1=CC=CC(=N1)C(=O)N1C[C@@H]([C@@H](C12CCCC2)O)F (6-chloropyridin-2-yl)((3S,4R)-3-fluoro-4-hydroxy-1-azaspiro[4.4]nonan-1-yl)methanone